FCCCN1CC(CC1)OC1=CC=C(C=C1)C1=CCCCC2=C1C=CC=C2 5-{4-[1-(3-fluoropropyl)pyrrolidin-3-yloxy]phenyl}-8,9-dihydro-7H-benzocyclohepten